N(=[N+]=[N-])CC1=CC(=C2CN(C(C2=C1)=O)C1C(NC(CC1)=O)=O)OC 3-(6-(azidomethyl)-4-methoxy-1-oxoisoindolin-2-yl)piperidine-2,6-dione